CN1C(NC=2C1=NC=CN2)=O methyl-1,3-dihydro-2H-imidazo[4,5-b]pyrazin-2-one